(rac)-(Z)-4,8-dimethyl-2,7-nonadien-4-ol C[C@](\C=C/C)(CCC=C(C)C)O |r|